6-methoxy-2-(1H-pyrazol-1-yl)-7-(3-(pyrrolidin-1-yl)propoxy)-N-(tetrahydro-2H-pyran-4-yl)quinazolin-4-amine COC=1C=C2C(=NC(=NC2=CC1OCCCN1CCCC1)N1N=CC=C1)NC1CCOCC1